2-((2-(4-chloro-1-isopropyl-1H-pyrazol-5-yl)-4,5,6,7-tetrahydropyrazolo[1,5-a]pyridin-4-yl)(4-(1-ethyl-4-(trifluoromethyl)-1H-imidazol-2-yl)-3-fluorophenyl)amino)-ethan-1-ol ClC=1C=NN(C1C1=NN2C(C(CCC2)N(CCO)C2=CC(=C(C=C2)C=2N(C=C(N2)C(F)(F)F)CC)F)=C1)C(C)C